N(=[N+]=[N-])C=1C(=CC2=C(O[C@@H](C(N2[C@@H](C)C2=CC=CC=C2)=O)C)N1)C(F)(F)F (3R)-6-azido-3-methyl-1-[(1S)-1-phenylethyl]-7-(trifluoromethyl)-3H-pyrido[2,3-b][1,4]oxazin-2-one